2-phenyl-3-(prop-1-en-2-yl)-6,7-dihydro-5H-cyclopenta[b]pyridin-4-amine C1(=CC=CC=C1)C1=C(C(=C2C(=N1)CCC2)N)C(=C)C